2-(2-methoxypyridin-4-yl)acetonitrile COC1=NC=CC(=C1)CC#N